C1=CC2=C(C=CC(=C2N=O)O)C=C1S(=O)(=O)O The molecule is an arenesulfonic acid that is 5,6-dihydronaphthalene-2-sulfonic acid bearing hydroxyimino and oxo substituents at positions 5 and 6 respectively. The trisodium-iron(3+) salt is the biological stain 'naphthol green B'. It is an arenesulfonic acid, a ketoxime and a naphthalenone. It is a conjugate acid of a 5-(oxidoimino)-6-oxo-5,6-dihydronaphthalene-2-sulfonate.